ClC=1C(=C(C=NS(=O)C(C)(C)C)C=CC1)F N-(3-chloro-2-fluorobenzylidene)-2-methylpropane-2-sulfinamide